FC1=C(C(=C(C(=C1PC1=CC=CC=C1)F)F)F)F (Pentafluorophenyl)phenylphosphine